({3-chloro-5-[5-(trimethylstannyl)furan-2-yl]thiophen-2-yl}methylidene)propanedinitrile ClC1=C(SC(=C1)C=1OC(=CC1)[Sn](C)(C)C)C=C(C#N)C#N